5-bromo-1H-pyrrolo[2,3-C]pyridin-2(3H)-one BrC=1C=C2C(=CN1)NC(C2)=O